BrC1=CC=C(C=C1)N1N=C(C=C1C)C(=O)OCC ethyl 1-(4-bromophenyl)-5-methyl-1H-pyrazole-3-carboxylate